ClC1=C(C=CC=C1)CC(=O)NC=1C=NC(=C(C1)S(N)(=O)=O)N1N=CC(=C1)C(F)(F)F 2-(2-chlorophenyl)-N-{5-sulfamoyl-6-[4-(trifluoromethyl)-1H-pyrazol-1-yl]pyridin-3-yl}acetamide